dihydrobenzothiophene C1CSC2=CC=CC=C21